FC=1C(=C2C(=NC1)NC=C2)C=2CCN(CC2)C(=O)OC(C)(C)C tert-butyl 4-{5-fluoro-1H-pyrrolo[2,3-b]pyridin-4-yl}-3,6-dihydro-2H-pyridine-1-carboxylate